C1(CC1)OC1=C(C=C2C=C(C=C(C2=C1)CCNC(C)=O)F)F N-(2-(7-cyclopropyloxy-3,6-difluoronaphthalen-1-yl)ethyl)acetamide